1-(tert-Butyl) 2-methyl (2S,4R)-2-allyl-4-((4-methoxybenzyl)oxy)pyrrolidine-1,2-dicarboxylate C(C=C)[C@@]1(N(C[C@@H](C1)OCC1=CC=C(C=C1)OC)C(=O)OC(C)(C)C)C(=O)OC